NC(CC[C@@H](C1=CC=CC=C1)NC(=O)N1CC2=C(C=CC(=C2CC1)C1=CC=C(C=C1)C(F)(F)F)OC)=O (S)-N-(4-amino-4-oxo-1-phenylbutyl)-8-methoxy-5-(4-(trifluoromethyl)phenyl)-3,4-dihydroisoquinoline-2(1H)-carboxamide